[Ru+2].ClC1=C(C(C(C(=N1)C(C1=CC=CC=C1)C1=NC=CC=C1Br)Br)=C1N(CCN1C1=C(C=C(C=C1C)C)C)C1=C(C=C(C=C1C)C)C)Cl dichloro[1,3-bis(2,4,6-trimethylphenyl)-2-imidazolidinylidene](benzylidene)bis(3-bromopyridine) ruthenium (II)